ClC1=CC=C(N=N1)N1N=C(N=C1N)NC1=CC=C(C=C1)OCCN1CCCC1 1-(6-Chloropyridazin-3-yl)-N3-(4-(2-(pyrrolidin-1-yl)ethoxy)phenyl)-1H-1,2,4-triazole-3,5-diamine